N[C@H]1CN(CCC1)C=1C(=CC(=NC1)C1=CC(=C(C=C1)OC)F)CN1C2=NC=NC(=C2N=C1)N (R)-9-((5-(3-Aminopiperidin-1-yl)-2-(3-fluoro-4-methoxyphenyl)pyridin-4-yl)methyl)-9H-purin-6-amin